CCC1C2CC=CC(O2)(O1)C 3,4-dehydro-exo-7-ethyl-5-methyl-6,8-dioxabicyclo[3.2.1]octane